CC1(NC(N([C@H]2[C@](O)([C@H](O)[C@@H](CO)O2)C)C=C1)=O)N 4,2'-dimethyl-cytidine